6-(Benzyloxy)-2-(cyclobutylmethylidene)-3,4-dihydronaphthalene-1(2H)-one C(C1=CC=CC=C1)OC=1C=C2CCC(C(C2=CC1)=O)=CC1CCC1